6-chloro-N-(2-chloro-4-fluorophenyl)-3-methylpyridine-2-carboxamide ClC1=CC=C(C(=N1)C(=O)NC1=C(C=C(C=C1)F)Cl)C